FC(=CC=1C=C(C(=O)OC)C=CC1OC(F)F)F methyl 3-(2,2-difluoroethenyl)-4-(difluoromethoxy)benzoate